C(C)C1=CC=CC2=C(C3=C(C=CC=C3C(=C12)OC(=O)OCCCCCCC)CC)OC(=O)OCCCCCCC 1,5-diethyl-9,10-bis(n-heptyloxycarbonyloxy)anthracene